CS(=O)(=O)C1=CC(=C(C=C1)NCC#CC=1N(C2=CC=CC(=C2C1)NC(NC1CCN(CC1)CCOC)=O)CC(F)(F)F)OC 3-(2-{3-[(4-methanesulfonyl-2-methoxyphenyl)amino]prop-1-yn-1-yl}-1-(2,2,2-trifluoroethyl)-1H-indol-4-yl)-1-[1-(2-methoxyethyl)piperidin-4-yl]urea